4-((3-(1-cyclopropyl-1H-1,2,4-triazol-3-yl)-5-fluoro-2-methoxyphenyl)amino)-6-((2,6-dimethyl-pyridin-4-yl)amino)-N-ethyl-nicotinamide C1(CC1)N1N=C(N=C1)C=1C(=C(C=C(C1)F)NC1=CC(=NC=C1C(=O)NCC)NC1=CC(=NC(=C1)C)C)OC